C(C)C1N(CCOC1)CC(CN1CCOCC1)[N+](=O)[O-] ethyl-2-nitrotrimethylenedimorpholine